tert-butyl (S)-9'-oxohexahydro-1'H-spiro[azetidine-3,6'-pyrazino[2,1-c][1,4]oxazine]-1-carboxylate O=C1NCC2(N3[C@H]1COCC3)CN(C2)C(=O)OC(C)(C)C